CC1(CC2=C(C3=CC=CC=C3N=C2CC1)C(=O)O)C 2,2-dimethyl-1,2,3,4-tetrahydroacridine-9-carboxylic acid